NC1=C(C=2N=CN=C(C2S1)Cl)C(=O)OCC ethyl 6-amino-4-chlorothieno[3,2-d]pyrimidine-7-carboxylate